N1(N=NN=C1)C[C@H](C)OC1=C(C#N)C=CC(=C1)C=1C=NC(=NC1)NC=1C(=NN(C1)C1CCC(CC1)N1C[C@@H](O[C@@H](C1)C)C)OCCC#N 2-(((S)-1-(1H-tetrazol-1-yl)propan-2-yl)oxy)-4-(2-((3-(2-cyanoethoxy)-1-((1r,4r)-4-((2S,6R)-2,6-dimethyl-morpholino)cyclohexyl)-1H-pyrazol-4-yl)amino)pyrimidin-5-yl)benzonitrile